FC=1C=C(C=C(C1C)[N+](=O)[O-])C=1N(C(=NN1)C1CN(C1)C(=O)OC(C)(C)C)CC1=CC=C(C=C1)OC tert-butyl 3-(5-(3-fluoro-4-methyl-5-nitrophenyl)-4-(4-methoxybenzyl)-4H-1,2,4-triazol-3-yl)azetidine-1-carboxylate